4-hydroxy-N-[4-[(7-methoxy-1,5-naphthyridin-4-yl)oxy]phenyl]-6-methyl-5-thiophen-2-ylpyridine-3-carboxamide OC1=C(C=NC(=C1C=1SC=CC1)C)C(=O)NC1=CC=C(C=C1)OC1=CC=NC2=CC(=CN=C12)OC